((4-(methoxycarbonyl)phenyl)ethynyl)magnesium bromide COC(=O)C1=CC=C(C=C1)C#C[Mg]Br